NC([C@H](CCC(=O)OC(C)(C)C)N1C(C2=CC=C(C=C2C1)C[C@@H]1[C@H](CCCC1)NC(=O)OC(C)(C)C)=O)=O tert-butyl (S)-5-amino-4-(5-(((1R,2S)-2-((tert-butoxycarbonyl)amino)cyclohexyl)methyl)-1-oxoisoindolin-2-yl)-5-oxopentanoate